COCC1=NN(C(=C1)C(=O)NC1=CC(=NN1)[C@H]1C[C@H](CC1)OC1=C2C(=CN=N1)C=NC=C2)C |o1:16,18| rel-3-(methoxymethyl)-1-methyl-N-(3-((1R,3S)-3-(pyrido[3,4-d]pyridazin-1-yloxy)cyclopentyl)-1H-pyrazol-5-yl)-1H-pyrazole-5-carboxamide